(4r,5s,7r,8r,9s,10r)-7-(hydroxymethyl)-4-(1H-1,2,3-triazol-1-yl)-9-(4-(3,4,5-trifluorophenyl)-1H-1,2,3-triazol-1-yl)-1,6-dioxaspiro[4.5]decan-8,10-diol OC[C@H]1O[C@@]2([C@@H](CCO2)N2N=NC=C2)[C@@H]([C@H]([C@H]1O)N1N=NC(=C1)C1=CC(=C(C(=C1)F)F)F)O